C(CCC)N1N=C(C(=C1CC)O)CCC Butyl-5-ethyl-4-hydroxy-3-n-propyl-pyrazol